6-(1-(methyl-d3)-1H-pyrazol-4-yl)pyrazolo[1,5-a]pyridine-3-carbonitrile C(N1N=CC(=C1)C=1C=CC=2N(C1)N=CC2C#N)([2H])([2H])[2H]